piperidine-4-carboxylic acid, formate salt C(=O)O.N1CCC(CC1)C(=O)O